tert-butyl (4-(4-(isoindoline-2-carboxamido)phenyl) cyclohexyl)carbamate C1N(CC2=CC=CC=C12)C(=O)NC1=CC=C(C=C1)C1CCC(CC1)NC(OC(C)(C)C)=O